(R)-2-methyl-N-[(5S)-spiro[5,7-dihydrocyclopenta[b]pyridine-6,4'-piperidin]-5-yl]propane-2-Sulfinamide CC(C)(C)[S@@](=O)N[C@@H]1C=2C(=NC=CC2)CC12CCNCC2